[Cl-].C(CCCCCCCCCCCCCCC)[N+](C=CC)(C)C hexadecyl-dimethyl-propenyl-ammonium chloride